(Z)-N'-hydroxy-3-methyl-5-(5-(trifluoromethyl)-2,3-dihydrobenzofuran-2-yl)benzimidamide O\N=C(\C1=CC(=CC(=C1)C1OC2=C(C1)C=C(C=C2)C(F)(F)F)C)/N